[Cl-].C[N+](C1=CC=CC=C1)(C)C trimethyl-(phenyl)ammonium chloride